5-((pyridin-3-ylmethyl)amino)-1H-pyrrolo[3,2-c][2,7]naphthyridine-2-carboxylic acid N1=CC(=CC=C1)CNC1=NC2=C(C=3C=CN=CC13)NC(=C2)C(=O)O